C1=CC=C(C=C1)C2=C3C=CC(=C(C4=NC(=C(C5=CC=C(N5)C(=C6C=CC2=N6)C7=CC=CC=C7)C8=CC=CC=C8)C=C4)C9=CC=CC=C9)N3 meso-tetraphenylporphyrin